N-[5-[5-[(1R,2S)-2-fluorocyclopropyl]-1,2,4-oxadiazol-3-yl]-2-methyl-phenyl]-7-[2-(2-hydroxyethoxy)ethyl]imidazo[1,2-a]pyridine-3-carboxamide F[C@@H]1[C@H](C1)C1=NC(=NO1)C=1C=CC(=C(C1)NC(=O)C1=CN=C2N1C=CC(=C2)CCOCCO)C